diisopropyl bicyclo[2.2.1]heptane-2,3-dicarboxylate C12C(C(C(CC1)C2)C(=O)OC(C)C)C(=O)OC(C)C